C1(=CC=CC=C1)C12CCC(C1)(C2)C(=O)O 4-(phenyl)bicyclo[2.1.1]hexane-1-carboxylic acid